N1=C(C=CC=C1C(=O)N)C=1C=NC=C(C1)C(=O)N [2,3'-bipyridine]-5',6-dicarboxamide